2-[3-(dibenzofuran-4-yl)phenyl]dibenzo[f,h]quinoxaline C1=CC=C(C=2OC3=C(C21)C=CC=C3)C=3C=C(C=CC3)C3=NC2=C1C(=C4C(=C2N=C3)C=CC=C4)C=CC=C1